tert-butyl 3-(4-(4,4,5,5-tetramethyl-1,3,2-dioxaborolan-2-yl)-2H-1,2,3-triazol-2-yl)piperidine-1-carboxylate CC1(OB(OC1(C)C)C1=NN(N=C1)C1CN(CCC1)C(=O)OC(C)(C)C)C